N=1C=CN2C1CNCC2 5,6,7,8-tetrahydroimidazolo[1,2-A]pyrazine